rac-methyl (4bS,5R,6R,7S,7aR)-7a-(4-chlorophenyl)-4b,5-dihydroxy-4-methoxy-7-phenyl-4b,6,7,7a-tetrahydro-5H-cyclopenta[4,5]furo[2,3-c]pyridine-6-carboxylate ClC1=CC=C(C=C1)[C@]12[C@](C3=C(C=NC=C3OC)O1)([C@@H]([C@@H]([C@H]2C2=CC=CC=C2)C(=O)OC)O)O |r|